C12CN(CC(N1)C2)C2=NN(C1=CC=C(C=C21)C=2SC1=C(N2)C=C(C(=C1C1=CC=C(C=C1)Cl)[C@@H](C(=O)OCC)OC(C)(C)C)C)C ethyl (2S)-2-(2-(3-(3,6-diazabicyclo[3.1.1]heptan-3-yl)-1-methyl-1H-indazol-5-yl)-7-(4-chlorophenyl)-5-methylbenzo[d]thiazol-6-yl)-2-(tert-butoxy)acetate